COC1=CC=C(C=C1)C(O[C@H]1[C@@H](O[C@@H]([C@H]1OS(=O)(=O)C(F)(F)F)COC(C1=CC=CC=C1)(C1=CC=C(C=C1)OC)C1=CC=C(C=C1)OC)N1C=NC=2C(N)=NC(=NC12)I)(C1=CC=CC=C1)C1=CC=C(C=C1)OC 2',5'-Bis-O-[bis(4-methoxyphenyl)(phenyl)methyl]-2-iodo-3'-O-(trifluoromethanesulfonyl)adenosine